N(C)CC(=O)O.N1CCNCC1 piperazine sarcosinate